ClC=1C=CC(=C(C1)S(=O)(=O)[N-]C1=CC=2CN3[C@H](COC2N=C1)C[C@@H](C3=O)O)OC(F)(F)F {[5-chloro-2-(trifluoromethoxy)phenyl]sulfonyl}[(8S,9aS)-8-hydroxy-7-oxo-8,9,9a,10-tetrahydro-5H,7H-pyrido[3,2-f]pyrrolo[2,1-c][1,4]oxazepin-3-yl]azanide